(2S)-2-amino-3-(6-fluoro-2,3-dimethyl-phenyl)butanoic acid N[C@H](C(=O)O)C(C)C1=C(C(=CC=C1F)C)C